FC1=CC(=C(C=C1C=1C=NC(=CC1)N1C[C@H](O[C@H](C1)C)C)NC(=O)C1=CN(C(C=C1C(F)(F)F)=O)C)N1C[C@@H](N([C@@H](C1)C)C)C |r| N-(4-fluoro-5-[6-[rac-(2R,6S)-2,6-dimethylmorpholin-4-yl]pyridin-3-yl]-2-[rac-(3S,5R)-3,4,5-trimethylpiperazin-1-yl]phenyl)-1-methyl-6-oxo-4-(trifluoromethyl)pyridine-3-carboxamide